C1(CC1)S(=O)(=O)N1N=CC(=C1)C1=NC=CC(=N1)NC1=NC=C(C(=C1)NC1CCC(CC1)(O)C)C1=NC=C(N=C1)OCCN(C)C (1s,4s)-4-((2-((2-(1-(Cyclopropylsulfonyl)-1H-pyrazol-4-yl)pyrimidin-4-yl)amino)-5-(5-(2-(dimethylamino)ethoxy)pyrazin-2-yl)pyridin-4-yl)amino)-1-methylcyclohexan-1-ol